BrC=1C=C(N(C1)S(=O)(=O)C1=CC=C(C)C=C1)C=COC 4-bromo-2-(2-methoxyvinyl)-1-p-toluenesulfonyl-1H-pyrrole